4-amino-2-methoxybenzonitrile-3,5-d2 NC1=C(C(=C(C#N)C=C1[2H])OC)[2H]